(Z)-1-(2-fluoro-4-(3-(4-(trifluoromethoxy)phenyl)-1,2,4-oxadiazol-5-yl)phenyl)-3-(3-(5-methyl-2-(2,2,2-trifluoro-1-methoxyethyl)phenyl)-4-oxothiazolidin-2-ylidene)urea FC1=C(C=CC(=C1)C1=NC(=NO1)C1=CC=C(C=C1)OC(F)(F)F)NC(=O)\N=C\1/SCC(N1C1=C(C=CC(=C1)C)C(C(F)(F)F)OC)=O